1-bicyclo[1.1.1]pent-1-yl-3-[1-(3-trifluoromethoxy-phenyl)-ethyl]-urea C12(CC(C1)C2)NC(=O)NC(C)C2=CC(=CC=C2)OC(F)(F)F